1,12-diisocyanatododecane N(=C=O)CCCCCCCCCCCCN=C=O